4-(4-((1R,5S)-3,6-diazabicyclo[3.1.1]heptan-3-yl)-6,8-difluoro-2-(((2R,7aS)-2-fluorotetrahydro-1H-pyrrolizin-7a(5H)-yl)methoxy)quinazolin-7-yl)-5-ethyl-6-fluoronaphthalen-2-ol [C@@H]12CN(C[C@@H](N1)C2)C2=NC(=NC1=C(C(=C(C=C21)F)C2=CC(=CC1=CC=C(C(=C21)CC)F)O)F)OC[C@]21CCCN1C[C@@H](C2)F